OP(O)(=O)OP(=O)(O)O.CN1CCN(CC1)C dimethyl-piperazine pyrophosphate salt